N(=[N+]=[N-])C=1C(C2=CC=CC=C2C(C1N=[N+]=[N-])=O)=O 2,3-diazido-1,4-naphthoquinone